BrC=1C=C2C(=NC=NN2C1)N1CCC(=CC1)C1=NC=C(C=N1)C(=O)C1=CC=C(C=C1)Cl (2-(1-(6-bromopyrrolo[2,1-f][1,2,4]triazin-4-yl)-1,2,3,6-tetrahydropyridin-4-yl)pyrimidin-5-yl)(4-chlorophenyl)methanone